ClC1=CNC2=C(C=C(C(=C12)CN1[C@H](CC2(CC(C2)(F)F)CC1)C1=CC=C(C(=O)O)C=C1)OC)C (R)-4-(7-((3-chloro-5-methoxy-7-methyl-1H-indol-4-yl)methyl)-2,2-difluoro-7-azaspiro[3.5]nonan-6-yl)benzoic acid